C1(CC1)CN N-(cyclopropylmethyl)amine